5-methyl-1-(1-(4-((3aR,6aS)-2-methyloctahydrocyclopenta[c]pyrrol-5-yl)benzyl)-1H-indol-5-yl)-1H-1,2,4-triazole-3-carboxamide CC1=NC(=NN1C=1C=C2C=CN(C2=CC1)CC1=CC=C(C=C1)C1C[C@@H]2[C@@H](CN(C2)C)C1)C(=O)N